titanium diisobutoxy-ethylacetoacetate C(C(C)C)OC(C(CC(=O)[O-])=O)(CC)OCC(C)C.[Ti+4].C(C(C)C)OC(C(CC(=O)[O-])=O)(OCC(C)C)CC.C(C(C)C)OC(C(CC(=O)[O-])=O)(OCC(C)C)CC.C(C(C)C)OC(C(CC(=O)[O-])=O)(OCC(C)C)CC